O=C1NC(CCC1N1C(C2=CC=C(C=C2C1=O)N([C@H]1[C@H](CCCCC1)NC)C)=O)=O 2-(2,6-dioxopiperidin-3-yl)-5-(methyl((1R,2S)-2-(methylamino)cycloheptyl)amino)isoindoline-1,3-dione